39-(5-amino-7-((3-(3,3-dimethylbutanamido)propyl)(propyl)carbamoyl)-6H-thieno[3,2-b]azepin-2-yl)-34-methyl-4,7,10,13,16,19,22,25,28,31-decaoxa-34-azanonatriacontanoic acid NC=1CC(=CC2=C(N1)C=C(S2)CCCCCN(CCOCCOCCOCCOCCOCCOCCOCCOCCOCCOCCC(=O)O)C)C(N(CCC)CCCNC(CC(C)(C)C)=O)=O